CC1(C=C(C(N(C1C)C1=CC(=CC=C1)C(F)(F)F)=O)C(=O)NCC=1C=NN(C1)C)C(=O)NC 5,N5,6-trimethyl-N3-[(1-methyl-1H-pyrazol-4-yl)methyl]-2-oxo-1-[3-(trifluoromethyl)phenyl]-1,2-dihydropyridine-3,5-dicarboxamide